4-methyl-5-[2-(3-nitrophenyl)cyclopent-1-en-1-yl]-1,2,4-triazole-3-thiol CN1C(=NN=C1C1=C(CCC1)C1=CC(=CC=C1)[N+](=O)[O-])S